(R)-4-nonyloxy-butan-2-one C(CCCCCCCC)OCCC(C)=O